CN(C(C(F)(F)F)=O)[Si](C)(C)C(C)(C)C N-methyl-N-(t-butyldimethylsilyl)-trifluoroacetamide